FC=1C=C(C=CC1)C=1N=C2N(C(C1C)=O)C=C(C=C2C(C)NC2=CC=CC1=C2C(N(O1)CC1=C(C=C(C=C1OC)OC)OC)=O)C 4-((1-(2-(3-fluorophenyl)-3,7-dimethyl-4-oxo-4H-pyrido[1,2-a]pyrimidin-9-yl)ethyl)amino)-2-(2,4,6-trimethoxybenzyl)benzo[d]isoxazol-3(2H)-one